N5-butyl-biguanide C(CCC)NC(NC(N)=N)=N